3-oxabicyclo[4.1.0]heptan-5-ylmethanamine C12COCC(C2C1)CN